(1-Piperidin-2-ylethyl)amine N1C(CCCC1)C(C)N